O1[C@@H](CC1)CN1C=NC(=C1C(F)(F)F)C#N (S)-1-(oxetan-2-ylmethyl)-5-(trifluoromethyl)-1H-imidazole-4-carbonitrile